C1(CCC1)OC1=CC=C(CNC(N(CC2CN(C2)C)CC2=CC=C(C=C2)F)=O)C=C1 3-(4-Cyclobutoxybenzyl)-1-(4-fluorobenzyl)-1-((1-methylazetidin-3-yl)methyl)urea